6'-bromo-2',3'-dihydro-4'H-spiro[cyclopropane-1,1'-naphthalen]-4'-one BrC=1C=C2C(CCC3(C2=CC1)CC3)=O